6-(4-(4-(2,4-Dioxotetrahydropyrimidin-1(2H)-yl)phenyl)piperazin-1-yl)hexanoic acid O=C1N(CCC(N1)=O)C1=CC=C(C=C1)N1CCN(CC1)CCCCCC(=O)O